N-(4-ethylphenyl)-4-hydroxy-N-isobutyl-2-(tetrahydro-2H-pyran-4-yl)chroman-6-sulfonamide C(C)C1=CC=C(C=C1)N(S(=O)(=O)C=1C=C2C(CC(OC2=CC1)C1CCOCC1)O)CC(C)C